copper-lead-zinc-antimony-zinc [Zn].[Sb].[Zn].[Pb].[Cu]